(S)-2-ethylbutyl 2-aminopropanoate hydrochloride Cl.N[C@H](C(=O)OCC(CC)CC)C